C(=O)C=1C(=NC(=CC1)C=1C=NN2C1C=CC(=C2)OC=2N=NC(=CC2)C)N2N=C(C=C2C)C#N 1-[3-formyl-6-[6-(6-methylpyridazin-3-yl)oxypyrazolo[1,5-a]pyridin-3-yl]pyridin-2-yl]-5-methylpyrazole-3-carbonitrile